rac-methyl 1-{3-[2-(trifluoromethyl)[1,1'-biphenyl]-4-yl]prop-2-ynoyl}-(3R)-pyrrolidine-3-carboxylate FC(C1=C(C=CC(=C1)C#CC(=O)N1C[C@@H](CC1)C(=O)OC)C1=CC=CC=C1)(F)F |r|